C(N)(=O)C1=CC=C(OC(C(=O)OC)(C)C)C=C1 methyl 2-(4-carbamoylphenoxy)-2-methylpropionate